C1(CCCCC1)[C@@H](C1=NC2=C(N1)C=C1CC(CC1=C2)(C(=O)NC)N2C(N[C@@H](C2)CC)=O)NC(=O)C2=CC=NN2C 2-((S)-cyclohexyl(1-methyl-1H-pyrazole-5-carboxamido)methyl)-6-((R)-4-ethyl-2-oxoimidazolidin-1-yl)-N-methyl-1,5,6,7-tetrahydroindeno[5,6-d]imidazole-6-carboxamide